OC1CCC(N2CCCC12)=O 8-hydroxyhexahydroindolizin-5(1H)-one